C1(CC1)C1=NN(C=N1)C1CC2(CN(C2)C(=O)N2CC3(C2)CN(C3)CC=3N(N=CC3)CC(F)(F)F)C1 [6-(3-cyclopropyl-1,2,4-triazol-1-yl)-2-azaspiro[3.3]heptan-2-yl]-[6-[[2-(2,2,2-trifluoroethyl)pyrazol-3-yl]methyl]-2,6-diazaspiro[3.3]heptan-2-yl]methanone